N-(2-Amino-3-fluoro-4-((4-fluorobenzyl)amino)phenyl)heptanamid NC1=C(C=CC(=C1F)NCC1=CC=C(C=C1)F)NC(CCCCCC)=O